Ethyl 2-[2-methyl-6-(propan-2-ylamino)pyridin-3-yl]pyrazolo[1,5-a]pyrimidine-3-carboxylate CC1=NC(=CC=C1C1=NN2C(N=CC=C2)=C1C(=O)OCC)NC(C)C